CC1CCC(CN1C1=NC(=NC=C1)C1=CN=C2N1C=C(N=C2)C(F)(F)F)C(=O)N 6-Methyl-1-(2-(6-(trifluoromethyl)imidazo[1,2-a]pyrazin-3-yl)pyrimidin-4-yl)piperidine-3-carboxamide